CC1(CCOCC1)N1C=C(C=C1)C(=O)O 1-(4-methyltetrahydropyran-4-yl)pyrrole-3-carboxylic acid